4-((2-((3R,4R)-3-Amino-4-fluoropiperidin-1-yl)-3H-imidazo[4,5-c]pyridin-3-yl)methyl)benzonitril N[C@@H]1CN(CC[C@H]1F)C1=NC2=C(C=NC=C2)N1CC1=CC=C(C#N)C=C1